P(OC1=C(C=C(C=C1)C(C)(CC)C)C(C)(CC)C)(OC1=C(C=C(C=C1)C(C)(CC)C)C(C)(CC)C)OC1=C(C=C(C=C1)C(C)(CC)C)C(C)(CC)C tris[2,4-bis(2-methylbutan-2-yl) phenyl] phosphite